2-(4-chlorophenoxy)-N-(1-(3-(4-chlorophenoxy)-2-methoxypropyl)piperidin-4-yl)acetamide ClC1=CC=C(OCC(=O)NC2CCN(CC2)CC(COC2=CC=C(C=C2)Cl)OC)C=C1